ClC1=CC=C(C=C1)C1=NN(CC1C1=CC=CC=C1)C(=NS(=O)(=O)C1=CC(=CC=C1)Cl)SC methyl 3-(4-chlorophenyl)-N-((3-chlorophenyl)sulfonyl)-4-phenyl-4,5-dihydro-1H-pyrazole-1-carbimidothioate